Cl[C@@H](C(=O)N(CC(=O)N)NC(=O)[C@H]1N(CCC1)S(=O)(=O)C1=CC=C(C=C1)C1=CC=C(C=C1)OC)F 2-[((2S)-2-Chloro-2-fluoroacetyl)-[[(2S)-1-[4-(4-methoxyphenyl)phenyl]sulfonylpyrrolidin-2-carbonyl]amino]amino]acetamid